(S)-1-(2,6-dichlorophenyl)-4-((6-(3-fluoropyrrolidine-1-carbonyl)pyridin-3-yl)amino)-1H-pyrazole-3-carboxamide ClC1=C(C(=CC=C1)Cl)N1N=C(C(=C1)NC=1C=NC(=CC1)C(=O)N1C[C@H](CC1)F)C(=O)N